O=C([C@@H](C1=CC=CC=C1)N1C(C(C(C1=O)([2H])[2H])([2H])[2H])=O)N1CCN(CC1)C1=CC(=CC=C1)C(F)(F)F (R)-1-(2-oxo-1-phenyl-2-(4-(3-(trifluoromethyl)phenyl)piperazin-1-yl)ethyl)pyrrolidine-2,5-dione-3,3,4,4-d4